(S)-4-(1-(tert-butoxycarbonyl)pyrrolidin-3-yl)-1-methylpyridin-1-ium C(C)(C)(C)OC(=O)N1C[C@@H](CC1)C1=CC=[N+](C=C1)C